C(C)(C)OC1=CC=C(C=C1)C1=CC=C(C=C1)OC(C)C diisopropyloxybiphenyl